N-[(2S,3R)-1-(2,2-dimethylpropanoyl)-2-{[3-(4,6-dimethylpyrimidin-2-yl)-2-fluorophenyl]methyl}-4,4-difluoropyrrolidin-3-yl]ethanesulfonamide CC(C(=O)N1[C@H]([C@H](C(C1)(F)F)NS(=O)(=O)CC)CC1=C(C(=CC=C1)C1=NC(=CC(=N1)C)C)F)(C)C